2-(2-methylphenoxymethyl)bromobenzene CC1=C(OCC2=C(C=CC=C2)Br)C=CC=C1